lithium monoammonium diurea NC(=O)N.NC(=O)N.[NH4+].[Li+]